1-tert-butyl-3-{6-[3-(2-chlorophenyl)-5-methyl-1H-1,2,4-triazol-1-yl]-5-(methanesulfonyl)pyridin-2-yl}imidazolidin-2-one C(C)(C)(C)N1C(N(CC1)C1=NC(=C(C=C1)S(=O)(=O)C)N1N=C(N=C1C)C1=C(C=CC=C1)Cl)=O